[2-[4-[2-chloro-4-[[5-[2,3-difluoro-4-[1-(2-methoxyethyl)-5-methyl-pyrazol-4-yl]phenyl]-1-methyl-imidazole-2-carbonyl]amino]benzoyl]piperazin-1-yl]-2-oxo-ethyl]-trimethyl-ammonium ClC1=C(C(=O)N2CCN(CC2)C(C[N+](C)(C)C)=O)C=CC(=C1)NC(=O)C=1N(C(=CN1)C1=C(C(=C(C=C1)C=1C=NN(C1C)CCOC)F)F)C